glyceryl decalinoleate C1(CCCC2CCCCC12)CCCCCCCC\C=C/CCCCCCCC(=O)OCC(O)CO